N-(4-chlorophenyl)-5-(methyl(3-(trifluoromethyl)benzyl)amino)-7-(1H-pyrazol-4-yl)pyrazolo[1,5-a]pyrimidine-2-carboxamide ClC1=CC=C(C=C1)NC(=O)C1=NN2C(N=C(C=C2C=2C=NNC2)N(CC2=CC(=CC=C2)C(F)(F)F)C)=C1